tert-butyl 2-[2-[2-[3-[2-[6-methyl-7-oxo-1-(p-tolylsulfonyl) pyrrolo[2,3-c]pyridin-4-yl]-4-nitro-phenoxy]phenoxy]ethoxy]ethoxy]acetate CN1C(C2=C(C(=C1)C1=C(OC=3C=C(OCCOCCOCC(=O)OC(C)(C)C)C=CC3)C=CC(=C1)[N+](=O)[O-])C=CN2S(=O)(=O)C2=CC=C(C=C2)C)=O